5-cyano-2-(4-(4-cyanobenzylpiperazin-1-yl)pyridin-3-yl)-3-methoxy-1-methyl-1H-pyrazole-4-carboxamide C(#N)C1=C(C(N(N1C)C=1C=NC=CC1N1C(CNCC1)CC1=CC=C(C=C1)C#N)OC)C(=O)N